NC=1C=C(C(=C(C1)C1=C(C=2N=C(N=C(C2C=N1)N1C[C@H]2CC[C@@H](C1)N2C(=O)OC(C)(C)C)OCC(F)(F)F)F)F)Cl tert-butyl (1R,5S)-3-(7-(5-amino-3-chloro-2-fluorophenyl)-8-fluoro-2-(2,2,2-trifluoroethoxy)pyridino[4,3-d]pyrimidin-4-yl)-3,8-diazabicyclo[3.2.1]octan-8-formate